CCCCCCCCCCCCC/C=C/[C@H]([C@H](CO[C@H]1[C@@H]([C@H]([C@@H]([C@H](O1)CO)O)O)O)NC(=O)CCCCCCCCCCCCCCC/C=C\\CCCCCCCC)O The molecule is a beta-D-glucosyl-N-acylsphingosine in which the acyl group is specified as (17Z)-hexacosenoyl. It has a role as a mouse metabolite. It derives from a (17Z)-hexacosenoic acid.